(R)-3-(1-((6'-(3-(difluoromethyl)phenyl)-1,2'-dimethyl-7'-oxo-6',7'-dihydro-5'H-spiro[azetidine-3,8'-pyrido[4,3-d]pyrimidin]-4'-yl)amino)ethyl)-2-methylbenzonitrile FC(C=1C=C(C=CC1)N1CC2=C(N=C(N=C2N[C@H](C)C=2C(=C(C#N)C=CC2)C)C)C2(C1=O)CN(C2)C)F